C(C)(=O)OCCC1CC2(C1)CC(C2)NC(=O)C=2C=C(C=C1C=NN(C21)CC=2C=NC(=NC2)C2=CC(=CC(=C2)OC)F)OC(F)F 2-(6-(5-(difluoromethoxy)-1-((2-(3-fluoro-5-methoxyphenyl)pyrimidin-5-yl)methyl)-1H-indazole-7-Carboxamido)spiro[3.3]heptan-2-yl)ethyl acetate